BrC1=C(N(C=C1)/N=C/CC#N)C(=O)OC methyl (E)-3-bromo-1-((2-cyanoethylidene)amino)-1H-pyrrole-2-carboxylate